(S)-7-(5-chloro-3-methyl-2-(piperidin-3-yloxy)phenyl)-2,3-dimethyl-3H-imidazo[4,5-b]pyridine hydrochloride Cl.ClC=1C=C(C(=C(C1)C1=C2C(=NC=C1)N(C(=N2)C)C)O[C@@H]2CNCCC2)C